(R,E)-2-[4-(5-Amino-3-fluoropyridin-2-yl)-1,3-dithiolan-2-ylidene]-2-(1H-1,2,4-triazol-1-yl)acetonitrile NC=1C=C(C(=NC1)[C@H]1S\C(\SC1)=C(/C#N)\N1N=CN=C1)F